C1(CC1)C1=C2C=C(N=CC2=CC(=N1)C=1C=NC(=CC1C)[C@@H](CCC)O)NC(=O)C1CC1 (R)-N-(5-cyclopropyl-7-(6-(1-hydroxybutyl)-4-methylpyridin-3-yl)-2,6-naphthyridin-3-yl)cyclopropanecarboxamide